5-(4-(Trifluoromethyl)phenoxy)-1H-indazol-7-amine FC(C1=CC=C(OC=2C=C3C=NNC3=C(C2)N)C=C1)(F)F